Tert-butyl (8aS)-4-fluoro-5-[5-methyl-1-(oxan-2-yl)-1H-benzotriazol-4-yl]-8a,9,11,12-tetrahydropyrazino[2',1':3,4][1,4]oxazepino[5,6,7-de]quinazoline-10(8H)-carboxylate FC1=C(C=C2C3=C(N=CN=C13)N1[C@H](CO2)CN(CC1)C(=O)OC(C)(C)C)C1=C(C=CC=2N(N=NC21)C2OCCCC2)C